4-(4-chloro-2-(1-methyl-1H-pyrazol-4-yl)phenyl)-4-hydroxy-2-methylenebutanenitrile ClC1=CC(=C(C=C1)C(CC(C#N)=C)O)C=1C=NN(C1)C